6-chloro-N-[5-(2-cyanoethyl)-4-methoxy-pyrimidin-2-yl]-7-fluoro-benzothiophene-3-sulfonamide ClC1=C(C2=C(C(=CS2)S(=O)(=O)NC2=NC=C(C(=N2)OC)CCC#N)C=C1)F